O1COC2=C1C=CC=C2CNCC2=CC(=NC=C2)N2CCC(CC2)C N-(1,3-benzodioxol-4-ylmethyl)-1-[2-(4-methyl-1-piperidyl)-4-pyridyl]methanamine